N[C@H]1C[C@@H](CC1)NC(OC(C)(C)C)=O tert-butyl [(1R,3R)-3-aminocyclopentyl]carbamate